BrC1=CC(=CC=2C3C(CN(C12)[C@@H]1C[C@@H](N(C1)C(=O)OC(C)(C)C)COC1OCCCC1)C3)Cl (2R,4R)-tert-butyl 4-(4-bromo-6-chloro-1a,2-dihydro-1H-cyclopropa[c]quinolin-3(7bH)-yl)-2-(((tetrahydro-2H-pyran-2-yl)oxy)methyl)pyrrolidine-1-carboxylate